BrC=1C(=NC=CC1)S(=O)(=O)N 3-bromopyridine-2-sulfonamide